4-bromo-5,6-difluorobenzothiadiazole BrC1=C(C(=CC2=C1N=NS2)F)F